NC1=C(C=2C(=NC(=C(C2)C)OC(C)C)N1C1=C(C(=CC=C1C)OCC1=CC=C(C=C1)OC)C)C#N 2-Amino-6-isopropoxy-1-(3-((4-methoxybenzyl)oxy)-2,6-dimethylphenyl)-5-methyl-1H-pyrrolo[2,3-b]pyridine-3-carbonitrile